2-(3,4-dihydroxyphenyl)-5,7-dihydroxy-3-[(2S,3R,4S,5S,6R)-3,4,5-trihydroxy-6-[[(2R,3R,4R,5R,6S)-3,4,5-trihydroxy-6-methyloxan-2-yl]oxymethyl]oxan-2-yl]oxychromen-4-one OC=1C=C(C=CC1O)C=1OC2=CC(=CC(=C2C(C1O[C@@H]1O[C@@H]([C@H]([C@@H]([C@H]1O)O)O)CO[C@@H]1O[C@H]([C@@H]([C@H]([C@H]1O)O)O)C)=O)O)O